C(CCCCCCCCCCCCCCCCCCCCCCC)(=O)OC(C(CCO[C@@H]1[C@H](O)[C@@H](O)[C@@H](O)[C@H](O1)CO)O)CCCCCCCCCCCCCC 1-(α-D-galactopyranosyloxy)-3-hydroxy-octadecan-4-yl tetracosanoate